1-(6-aminobenzo[d][1,3]-dioxol-5-yl)ethan-1-one NC=1C(=CC2=C(OCO2)C1)C(C)=O